ClC=1C=C2C=NC(=NC2=CC1C1CN(CC1)C(=O)OC(C)(C)C)NC=1C=NN(C1Cl)C1CC1 tert-butyl 3-(6-chloro-2-((5-chloro-1-cyclopropyl-1H-pyrazol-4-yl)amino)quinazolin-7-yl)pyrrolidine-1-carboxylate